ClC1=C(CC2=NC(=C(C(=N2)O)OC2=C(C=CC=C2)OC)O)C=CC=C1 2-(2-chlorobenzyl)-5-(2-methoxyphenoxy)pyrimidine-4,6-diol